1-(4-chloro-6,7-dimethoxy-2-quinazolinyl)-4-[(tetrahydrofuranyl)carbonyl]piperazine ClC1=NC(=NC2=CC(=C(C=C12)OC)OC)N1CCN(CC1)C(=O)C1OCCC1